[Na+].[Na+].BrC1=CC=2C(C3=CC(=CC=C3C2C=C1)Br)(CCCCS(=O)(=O)[O-])CCCCS(=O)(=O)[O-] 2,7-dibromo-9,9-bis(4'-sulfobutyl)fluorene disodium salt